C1(=CC=CC=C1)C(C(=O)OC(CCCC(C)(OC(C1=CC=CC=C1)=O)C)(C)C)=O 2,6-dimethyl-2,6-heptanediol benzoate phenylglyoxylate